C[N+](CCOP(=O)(O)[O-])(CCOCCNC(=O)OCC#C)C 2-[Dimethyl-[2-[2-(prop-2-ynoxycarbonylamino)ethoxy]ethyl]ammonio]ethyl-hydrogenphosphat